NC=1N=C(C=C2C=C(N=CC12)C1(C(C1)F)C(=O)N)Cl (8-amino-6-chloro-2,7-naphthyridin-3-yl)-2-fluorocyclopropane-1-carboxamide